ClC1=NN2C(N=CC3=C2C(CC3=O)(C(F)(F)F)OCC)=C1 2-chloro-8-ethoxy-8-(trifluoromethyl)-7,8-dihydro-6H-cyclopenta[e]pyrazolo[1,5-a]pyrimidin-6-one